5-(5-bromo-2-fluorophenyl)pent-4-yn-1-ol BrC=1C=CC(=C(C1)C#CCCCO)F